Methyl (S)-2-((tert-butoxycarbonyl)amino)-3-(5-(4-(4-chlorophenoxy)phenyl)-2H-tetrazol-2-yl)propanoate C(C)(C)(C)OC(=O)N[C@H](C(=O)OC)CN1N=C(N=N1)C1=CC=C(C=C1)OC1=CC=C(C=C1)Cl